2-((1H-indazol-5-yl)amino)-5-methyl-8-(cyclohexyl)pyrido[2,3-d]pyrimidin-7(8H)-one N1N=CC2=CC(=CC=C12)NC=1N=CC2=C(N1)N(C(C=C2C)=O)C2CCCCC2